C(C1=CC=CC=C1)OC(=O)N(C)CC1=CC(=NC(=C1)C1=CC(=CC(=C1)Cl)Cl)OC=1C=NC(=NC1)N1CCN(CC1)C(=O)OC(C)(C)C tert-Butyl 4-(5-((4-((((benzyloxy)carbonyl)(methyl)amino)methyl)-6-(3,5-dichlorophenyl)pyridin-2-yl)oxy)pyrimidin-2-yl)piperazine-1-carboxylate